4-(4-bromo-2-fluoro-3-methoxyphenyl)-4-cyanobutanoate BrC1=C(C(=C(C=C1)C(CCC(=O)[O-])C#N)F)OC